[5-[3-(difluoromethoxy)-4-fluoro-phenyl]-2-methyl-3-pyridyl]methanol FC(OC=1C=C(C=CC1F)C=1C=C(C(=NC1)C)CO)F